[Cu].[Ag].[Ag] silver-silver copper